CC1=NC(=CC(=C1)C=1NC2=CC(=C(C=C2C1C(C)C)C1CCN(CC1)C1CC(OC(C1)C)C)F)C 2-(2,6-dimethylpyridin-4-yl)-5-(1-(2,6-dimethyltetrahydro-2H-pyran-4-yl)piperidin-4-yl)-6-fluoro-3-isopropyl-1H-indole